O=C(CC1=C(C=CC=C1)S(=O)(=O)N)C1=CC=2N(C=C1)N=CC2 (2-oxo-2-pyrazolo[1,5-a]pyridin-5-yl-ethyl)benzenesulfonamide